O=C1N(C(C=C1)=O)C([C@@H](OCCOCCOCCC(NC(C)C(C)C)=O)C(C(=O)N)CCCNC(=O)N)=O 2-((S)-1-(2,5-dioxo-2,5-dihydro-1H-pyrrol-1-yl)-14-isopropyl-12-oxo-3,6,9-trioxa-13-azapentadecanoyl)-5-ureidovaleramide